C1(=CC=CC=2C3=CC=CC=C3C=CC12)C=O 1-Phenanthrenecarboxaldehyde